ON1C(C=CC1=O)=O N-hydroxymaleimide